N[C@H](C(=O)O)CC(=O)N(C)C (2S)-2-amino-4-(dimethylamino)-4-oxobutanoic acid